CC(CC(CCCO)O)(C)C 6,6-dimethyl-1,4-heptanediol